(hydroxyethyl)propylmethacrylate OCCC(=C(C(=O)[O-])C)CCC